OC1CN(C1)C(=O)O[C@@H]1CC[C@H](CC1)C(N(C[C@@H]1CC[C@H](CC1)C1=NC(=C(C=C1)OC)C)C1=NC=CC(=C1)C1=CN=C(S1)C1CC1)=O trans-4-((4-(2-Cyclopropylthiazol-5-yl)pyridin-2-yl)((trans-4-(5-methoxy-6-methylpyridin-2-yl)cyclohexyl) methyl)carbamoyl)cyclohexyl 3-hydroxyazetidine-1-carboxylate